1,2-diazepine dihydrochloride Cl.Cl.N1N=CC=CC=C1